N-{3-[6-Amino-5-(4-benzyloxy-phenyl)-pyrimidin-4-yloxy]-phenyl}-2-chloroacetamide NC1=C(C(=NC=N1)OC=1C=C(C=CC1)NC(CCl)=O)C1=CC=C(C=C1)OCC1=CC=CC=C1